The molecule is a limonoid with a phragmalin skeleton isolated from the leaves of Trichilia connaroides. It has a role as a plant metabolite. It is a delta-lactone, an acetate ester, a bridged compound, a member of furans, a limonoid, an organic heteropentacyclic compound and a methyl ester. It derives from an isobutyric acid, a tiglic acid and a trichagmalin C. C/C=C(\\C)/C(=O)O[C@H]1[C@]2(C[C@@]3([C@]1([C@H](C4=C5[C@H](C(=O)O[C@H]([C@@]5(CC[C@@H]4[C@@]3([C@H]2CC(=O)OC)C)C)C6=COC=C6)OC(=O)C)OC(=O)C(C)C)O)O)C